CC1=NC=CC=2C3=CC(=CC=C3N(C12)C)NC(=O)NC1=CC=C(C=C1)F 1-(1,9-Dimethyl-beta-carbolin-6-yl)-3-(4-fluorophenyl)urea